4-Bromo-7-methylbenzofuran BrC1=CC=C(C2=C1C=CO2)C